(3,4-epoxycyclohexyl)ethyltripropoxysilane C1(CC2C(CC1)O2)CC[Si](OCCC)(OCCC)OCCC